Octa-silane [SiH3][SiH2][SiH2][SiH2][SiH2][SiH2][SiH2][SiH3]